6-[1-(oxan-2-yl)-1H-pyrazolo[3,4-b]pyrazin-6-yl]-2-[2-(trifluoromethyl)pyrimidin-5-yl]-2,6-diazaspiro[3.4]octane O1C(CCCC1)N1N=CC=2C1=NC(=CN2)N2CC1(CN(C1)C=1C=NC(=NC1)C(F)(F)F)CC2